C(C)(C)(C)OC(=O)N1CC2=CC=C(C=C2CC1)N 6-amino-3,4-dihydro-1H-isoquinoline-2-carboxylic acid tert-butyl ester